methyl-dimethylpropyl-ammonium chloride trifluoroacetate FC(C(=O)[O-])(F)F.[Cl-].C[N+](CCC)(C)C.C[N+](C)(C)CCC